N-(4-(3-((TERT-BUTYLDIMETHYLSILYL)OXY)AZETIDINE-1-CARBONYL)-3-CHLOROPHENYL)-4-CYCLOPROPYL-3-PHENYLISOTHIAZOLE-5-CARBOXAMIDE [Si](C)(C)(C(C)(C)C)OC1CN(C1)C(=O)C1=C(C=C(C=C1)NC(=O)C1=C(C(=NS1)C1=CC=CC=C1)C1CC1)Cl